ClC=1C=C(C=CC1)N1C(N(C(C=2C=NC=3C(=CC=CC3C21)OC)=O)[C@@H]2CC[C@H](CC2)C(=O)O)=O trans-4-[1-(3-chlorophenyl)-7-methoxy-2,4-dioxo-pyrimido[5,4-c]quinolin-3-yl]cyclohexanecarboxylic acid